3-chloro-N-(4-cyanopyridin-2-yl)benzamid ClC=1C=C(C(=O)NC2=NC=CC(=C2)C#N)C=CC1